BrC1=NC(=CC(=C1)[C@H]1CN(CCN1S(=O)(=O)C([2H])([2H])[2H])C(=O)OC(C)(C)C)Cl tert-butyl (S)-3-(2-bromo-6-chloropyridin-4-yl)-4-((methyl-d3)sulfonyl)piperazine-1-carboxylate